pentoxyamyl alcohol C(CCCC)OCCCCCO